COC1=CC=C(C=N1)NC1=NC=CC(=C1)OC1=C(N=C(S1)N)C1=CC=CC=C1 5-((2-((6-Methoxypyridin-3-yl)amino)pyridin-4-yl)oxy)-4-phenylthiazol-2-amine